2-hydroxy-4-(2-hydroxy-3-octoxypropoxy)benzophenone OC1=C(C(=O)C2=CC=CC=C2)C=CC(=C1)OCC(COCCCCCCCC)O